CCCCCCNC(=N)NNC(=N)N 6-hexanyl-biguanidine